1-((1S,2aS,2bR,4aR,6R,8aS,8bR,10aS)-6-hydroxy-6-(methoxymethyl)-10a-methylhexadecahydrocyclobuta[a]phenanthren-1-yl)ethan-1-one O[C@@]1(CC[C@@H]2[C@H]3CC[C@]4([C@H]([C@@H]3CC[C@@H]2C1)C[C@@H]4C(C)=O)C)COC